CC/C=C\C=C/CCCCCCCCCCO (11Z,13Z)-hexadecadien-1-ol